[C@H]1(C=CCCC1)[C@@H]([C@]1(NC([C@@H]([C@]1(C)O)CCO)=O)C(=O)O)O (2R,3S,4R)-2-((S)-((S)-cyclohex-2-en-1-yl)(hydroxy)methyl)-3-hydroxy-4-(2-hydroxyethyl)-3-methyl-5-oxopyrrolidine-2-carboxylic Acid